(S)-N-((R)-1-(1H-pyrazolo[3,4-b]pyridin-4-yl)pyrrolidin-3-yl)-4-(5-(5-fluoro-2-methoxypyridin-4-yl)-1H-pyrazole-3-carbonyl)-4-azaspiro[2.5]octane-7-carboxamide N1N=CC=2C1=NC=CC2N2C[C@@H](CC2)NC(=O)[C@H]2CCN(C1(CC1)C2)C(=O)C2=NNC(=C2)C2=CC(=NC=C2F)OC